ClC=1C(=C(C=CC1)NC1=C(NC2=C1C(NCC2)=O)C2=C(C=NC=C2)OCC2=NC(=CC=C2)C(F)F)OC 3-((3-chloro-2-methoxyphenyl)amino)-2-(3-((6-(difluoromethyl)pyridin-2-yl)methoxy)pyridin-4-yl)-6,7-dihydro-1H-pyrrolo[3,2-c]pyridin-4(5H)-one